N1N=C(C=C1)CC=1SC2=C(N(C=3C(N(N=CC32)CC3=CN=NN3C)=O)C)N1 2-((1H-pyrazol-3-yl)methyl)-4-methyl-6-((1-methyl-1H-1,2,3-triazol-5-yl)methyl)-4H-thiazolo[5',4':4,5]pyrrolo[2,3-d]pyridazin-5(6H)-one